5-chloro-6-((2R,3S,4S,5R)-3-(3,4-difluoro-2-methoxyphenyl)-4,5-dimethyl-5-(trifluoromethyl)tetrahydrofuran-2-yl)-N,2-dimethyl-4-oxo-1,4-dihydropyridine-3-carboxamide ClC=1C(C(=C(NC1[C@@H]1O[C@]([C@H]([C@H]1C1=C(C(=C(C=C1)F)F)OC)C)(C(F)(F)F)C)C)C(=O)NC)=O